1-(methanesulfonyl)-N-(2,2,2-trifluoroethyl)azetidine-3-carboxamide CS(=O)(=O)N1CC(C1)C(=O)NCC(F)(F)F